C(CCC)C1C(=NN(C1(C(=O)NCC1CN(CCO1)C)C)C1=C(C=C(C=C1)F)F)C1=CC=C(C=C1)F 4-butyl-1-(2,4-difluorophenyl)-3-(4-fluorophenyl)-5-methyl-N-((4-methylmorpholin-2-yl)methyl)-4,5-dihydro-1H-pyrazole-5-carboxamide